ClC=1C=CC(=C(C1)CC(=O)OCC)OCC1CC1 ethyl 2-(5-chloro-2-(cyclopropylmethoxy)phenyl)acetate